ClC1=CC=CC(=N1)OCC1=C(C=C(C#N)C=C1)C=O 4-[(6-chloro-2-pyridyl)oxymethyl]-3-formyl-benzonitrile